8-(4,4,5,5-tetramethyl-1,3,2-dioxaborolan-2-yl)naphthalene-1-carboxylic acid ethyl ester C(C)OC(=O)C1=CC=CC2=CC=CC(=C12)B1OC(C(O1)(C)C)(C)C